4-(1,1-dioxo-1,4-thiazinane-4-carbonyl)anilino-oxazole-4-carboxamide O=S1(CCN(CC1)C(=O)C1=CC=C(NC=2OC=C(N2)C(=O)N)C=C1)=O